O[C@@H]1[C@H](COC1)N1C(N=CC=C1C1=CC=C(C=C1)OC(F)(F)F)C=1C=NC=CC1 N-[(3S,4R)-4-Hydroxyoxolan-3-yl]-2-(pyridin-3-yl)-6-[4-(trifluoromethoxy)phenyl]pyrimidin